C(C(C)C)C(C(=O)O)C iso-butyl-propionic acid